N,N-bis(2-methylprop-1-en-1-yl)aniline CC(=CN(C1=CC=CC=C1)C=C(C)C)C